NC=1C=2N(C(=C(N1)C=1C=C(C#N)C=CC1)C1=CN(C(C=C1)=O)C)N=C(N2)CC2=NC=CC=C2 3-(8-amino-5-(1-methyl-6-oxo-1,6-dihydropyridin-3-yl)-2-(pyridin-2-ylmethyl)-[1,2,4]triazolo[1,5-a]pyrazin-6-yl)benzonitrile